IC1=CC=C(C=C1)C1=CC(=NO1)CN1N=CN=C1C#N 1-((5-(4-iodophenyl)isoxazol-3-yl)methyl)-1H-1,2,4-triazol-5-carbonitrile